S(=O)(=O)(O)O.NC1=C(C(=O)NC(C)(C)C)C=C(C=N1)C1=C(C=C(C=C1)NC(C(O)C1=CC(=CC(=C1)F)F)=O)C 2-amino-N-(tert-butyl)-5-(4-(2-(3,5-difluorophenyl)-2-hydroxyacetamido)-2-methylphenyl)nicotinamide sulfate